1,2-dimethyl-1H-indole-3-carbaldehyde CN1C(=C(C2=CC=CC=C12)C=O)C